(3R)-3-(2-chloro-8-oxo-7H-purin-9-yl)pyrrolidine-1-carboxylic acid tert-butyl ester C(C)(C)(C)OC(=O)N1C[C@@H](CC1)N1C2=NC(=NC=C2NC1=O)Cl